4-(bis(4-methoxybenzyl)amino)-2-bromo-5-fluorophenyl-propanal COC1=CC=C(CN(C2=CC(=C(C=C2F)C(C=O)C)Br)CC2=CC=C(C=C2)OC)C=C1